C(CC(C)C)C1CC2C(N(COC2(C)C)C)C(C1)C 6-Isopentyl-1,4,4,8-tetramethyloctahydro-2H-benzo[d][1,3]oxazin